C(OCC#CC1=CC=C(C=C1)[N+](=O)[O-])([O-])=O 4-nitrophenylprop-2-yn-1-yl carbonate